5-(2-(4-((2-(4-(azetidin-3-yl)piperazin-1-yl)pyrimidin-4-yl)methoxy)phenyl)propan-2-yl)-3-chloro-2-(2-chloroethoxy)benzonitrile N1CC(C1)N1CCN(CC1)C1=NC=CC(=N1)COC1=CC=C(C=C1)C(C)(C)C=1C=C(C(=C(C#N)C1)OCCCl)Cl